sodium 3-(2,4-difluorophenyl)-5-(4-methoxyphenyl)-2-methylpyrazolo[1,5-a]pyrimidin-7-ol FC1=C(C=CC(=C1)F)C=1C(=NN2C1N=C(C=C2O)C2=CC=C(C=C2)OC)C.[Na]